FC1=C(C=CC=C1C(F)(F)F)OB(O)O 2-fluoro-3-trifluoromethylphenyl-boric acid